N-cyclohexyl-7-nitrobenzo[c][1,2,5]selenadiazol-4-amine C1(CCCCC1)NC1=CC=C(C2=N[Se]N=C21)[N+](=O)[O-]